BrC1=C(C2=C(N(N=N2)C)C=C1)C 5-bromo-1,4-dimethylbenzotriazole